6,6'-di-tert-butyl-2,2'-thiodi-p-toluol C(C)(C)(C)C1=CC(=CC(=C1C)SC1=C(C(=CC(=C1)O)C(C)(C)C)C)O